trans-terephthalate C(C1=CC=C(C(=O)[O-])C=C1)(=O)[O-]